C(C)[C@]1(C(OCC=2C(N3CC=4C(=NC=5C=CC(=CC5C4CC)O)C3=CC21)=O)=O)O (+)-(4S)-4,11-diethyl-4,9-dihydroxy-1H-pyrano[3',4':6,7]-indolizino[1,2-b]quinoline-3,14(4H,12H)-dione